FC(CCCCCCCCC(O)O)(F)F trifluorodecanediol